VANILLYLAMIDE C(C1=CC(OC)=C(O)C=C1)[NH-]